N1=CC=C2N1C=C(C=N2)C#CC=2C=C(C(=O)O)C=CC2 3-(2-pyrazolo[1,5-a]pyrimidin-6-ylethynyl)benzoic acid